(2R)-2,6-difluoro-1,1-dioxo-3,5-dihydro-2H-4,1λ6-benzoxathiepine F[C@@H]1S(C2=C(COC1)C(=CC=C2)F)(=O)=O